[N+]1(=CC=CC=C1)[O-] PYRIDIN-N-OXIDE